COC=1C(=CC=2C3=C(C=NC2C1)N(C(N3C=3C=NN(C3)C)=O)C)C=3C=NNC3 7-Methoxy-3-methyl-1-(1-methyl-1H-pyrazol-4-yl)-8-(1H-pyrazol-4-yl)-1,3-dihydroimidazo[4,5-c]quinolin-2-one